aluminum pentanoate C(CCCC)(=O)[O-].[Al+3].C(CCCC)(=O)[O-].C(CCCC)(=O)[O-]